(S)-4-amino-N-(6-(3-(difluoromethyl)bicyclo[1.1.1]pentan-1-yl)-2,3-dihydrobenzofuran-3-yl)-N-methylimidazo[1,5-a]quinoxaline-8-carboxamide NC=1C=2N(C3=CC(=CC=C3N1)C(=O)N(C)[C@@H]1COC3=C1C=CC(=C3)C31CC(C3)(C1)C(F)F)C=NC2